C(CCC)C1COC1 3-Normal butyl-oxetane